Cl.N[C@H](C)C=1C(=C(C=CC1)C([C@@](C#CC)(O)C)(F)F)F |o1:11| (2R or S)-1-{3-[(1R)-1-aminoethyl]-2-fluorophenyl}-1,1-difluoro-2-methylpent-3-yn-2-ol hydrogen chloride